C(CC(C)C)NC(=O)N1C=NC2=C1C=CC=C2N2C1CN(C(C2)C1)C N-iso-Pentyl-4-(5-methyl-2,5-diazabicyclo[2.2.1]heptan-2-yl)-1H-benzo[d]imidazole-1-carboxamide